5-(4-fluoro-1-isopropyl-2-methyl-1H-benzo[d]imidazol-6-yl)-N-((3R,4S)-3-fluoro-1-methylpiperidin-4-yl)-4-methoxypyrrolo[2,1-f][1,2,4]triazin-2-amine FC1=CC(=CC=2N(C(=NC21)C)C(C)C)C=2C=CN1N=C(N=C(C12)OC)N[C@@H]1[C@@H](CN(CC1)C)F